OC(S(=O)O)C=1SC=CN1 hydroxy-(1,3-thiazol-2-yl)-methanesulfinic acid